N1(CCNCCC1)C1=NC=C(C=N1)C=1C=CC=2N=C3COCC4(N3C2N1)CCOC1=CC=CC=C14 2'-(2-(1,4-diazepan-1-yl)pyrimidin-5-yl)-6',8'-dihydrospiro[chroman-4,9'-pyrido[3',2':4,5]imidazo[2,1-c][1,4]oxazine]